CC1=NN(C=2NC=3CCCC(C3C(C21)C2=CC(=CC=C2)[N+](=O)[O-])=O)C2=CC=CC=C2 7,8-dihydro-3-methyl-4-(3-nitrophenyl)-1-phenyl-1H-pyrazolo[3,4-b]quinoline-5(4H,6H,9H)-one